Cl.ClC=1C=C(C=C(C1)Cl)CCN 2-(3,5-dichlorophenyl)ethan-1-amine HCl salt